C(#N)C1=CC(=C(COC2=NN(C=C2)C2=CC(=C(CC3=NC4=C(N3C[C@H]3OCC3)C=C(C=C4)C(=O)O)C=C2C)F)C=C1)F (S)-2-(4-(3-((4-cyano-2-fluorobenzyl)oxy)-1H-pyrazol-1-yl)-2-fluoro-5-methylbenzyl)-1-(oxetan-2-ylmethyl)-1H-benzo[d]imidazole-6-carboxylic acid